C(=O)(O)[C@H](O)[C@@H](O)C(=O)O.N=1C(CN=C2C=CC=CC12)=O quinoxalin-2(3H)-one L-tartrate